methyl 2-hydroxy-4-methoxy-5-methylbenzoate OC1=C(C(=O)OC)C=C(C(=C1)OC)C